N1CCC(CC1)N1N=CC(=C1)C=1N(C=CC1)S(=O)(=O)C1=CC=C(C)C=C1 2-(1-(piperidin-4-yl)-1H-pyrazol-4-yl)-1-p-toluenesulfonyl-1H-pyrrole